butyl-octyl-molybdenum sulfate S(=O)(=O)([O-])[O-].C(CCC)[Mo+2]CCCCCCCC